4-Cyclopropyl-N-[(S)-(4,4-difluorocyclohexyl)-[7-[(3RS,5S)-3-methyl-2-oxo-5-(trifluoromethyl)pyrrolidine-3-carbonyl]imidazo[1,2-b]pyridazin-2-yl]methyl]-1,2,5-oxadiazole-3-carboxamide C1(CC1)C=1C(=NON1)C(=O)N[C@H](C=1N=C2N(N=CC(=C2)C(=O)[C@@]2(C(N[C@@H](C2)C(F)(F)F)=O)C)C1)C1CCC(CC1)(F)F |&1:22|